ruthenium-yttrium-potassium [K].[Y].[Ru]